OC1C(C(C(CC1)O)N)N 3,6-dihydroxy-1,2-cyclohexanediamine